(S)-4-(1-((5-Methoxy-7-methyl-1H-indol-4-yl)methyl)piperidin-2-yl)-3-(methylamino)benzoic acid COC=1C(=C2C=CNC2=C(C1)C)CN1[C@@H](CCCC1)C1=C(C=C(C(=O)O)C=C1)NC